3,4-difluorobenzyl chloride FC=1C=C(CCl)C=CC1F